5-chloro-2-{1-[(1R)-1-(4-chlorophenyl)-7-fluoro-5-[(1R)-1-hydroxy-1-(oxan-4-yl)propyl]-1-methoxy-3-oxo-2,3-dihydro-1H-isoindol-2-yl]methyl}benzoic acid ClC=1C=CC(=C(C(=O)O)C1)CN1[C@@](C2=C(C=C(C=C2C1=O)[C@@](CC)(C1CCOCC1)O)F)(OC)C1=CC=C(C=C1)Cl